sodium disecbutyl-dithiophosphate C(C)(CC)SP(=S)(OC(C)CC)[O-].[Na+]